2-(3,4-dichloro-phenoxy)-5-nitrobenzonitrile ClC=1C=C(OC2=C(C#N)C=C(C=C2)[N+](=O)[O-])C=CC1Cl